FC(CO)(F)C=1C=C(C=C(C1)F)[C@@H](C)NC1=NN=C(C=2C=C3C(=CC12)N(C(N3C)=O)C)C 5-[[(1R)-1-[3-(1,1-difluoro-2-hydroxy-ethyl)-5-fluoro-phenyl]ethyl]amino]-1,3,8-trimethyl-imidazo[4,5-g]phthalazin-2-one